C(C)(C)(C)OC(COC1=CC=C2C(=NNC2=C1)C)=O 2-((3-methyl-1H-indazol-6-yl)oxy)acetic acid tert-butyl ester